1,4-di(dimethylsilyl)naphthalene C[SiH](C1=CC=C(C2=CC=CC=C12)[SiH](C)C)C